1-(3,4-dimethylphenyl)methanamine CC=1C=C(C=CC1C)CN